methyl 3-(2-(ethoxycarbonyl)-3-oxobutyl)-4-methoxybenzoate C(C)OC(=O)C(CC=1C=C(C(=O)OC)C=CC1OC)C(C)=O